ClC=1C=CC(=NC1)C=1CCN(CC1)C(=O)OCC1=CC=CC=C1 benzyl 4-(5-chloro-2-pyridinyl)-3,6-dihydro-2H-pyridine-1-carboxylate